FC1=C(C=C(C=C1)CCO)[N+](=O)[O-] 2-(4-fluoro-3-nitro-phenyl)ethanol